C1(CCC1)C(=O)NC=1C(=NC=CN1)C(=O)NC1CC2=CC=CC=C2C1 3-(cyclobutanecarboxamido)-N-(2,3-dihydro-1H-inden-2-yl)pyrazine-2-carboxamide